C(C1=CC=CC=C1)OC(=O)N1CCC(CC1)(O)C#C 4-ethynyl-4-hydroxy-piperidine-1-carboxylic acid benzyl ester